O1CCN(CC1)CCCC/C(/C(=O)OC)=C\C(=O)[O-] methyl (4-morpholinobutyl)fumarate